ClC1=CC=CC=C1 para-Chlorobenzene